sodium capryloyl sarcosinate N(C)CC(=O)OC(CCCCCCC)=O.[Na]